FC=1C=C2NC(C=3N(C2=C(C1C=1C=C(C=C2C(=CNC12)I)F)C)C(=CN3)C)(C)C 7-fluoro-8-(5-fluoro-3-iodo-1H-indol-7-yl)-1,4,4,9-tetramethyl-4,5-dihydroimidazo[1,2-a]quinoxaline